2,2,2-trifluoro-1-(2-thioxothiazolidin-3-yl)ethan-1-one FC(C(=O)N1C(SCC1)=S)(F)F